vanadium-tellurium-silver [Ag].[Te].[V]